benzyl 6-(benzyloxy)-5',6'-dihydro-[2,4'-bipyridine]-1'(2'H)-carboxylate C(C1=CC=CC=C1)OC1=CC=CC(=N1)C1=CCN(CC1)C(=O)OCC1=CC=CC=C1